OC[C@H]1OC[C@@H]2[C@@H]1OC(O2)=S (3aR,4R,6R,6aR)-6-(hydroxymethyl)-2-thioxotetrahydrofuro[3,4-d][1,3]dioxol